C(#N)C1(CCOCC1)C(=O)O 4-cyanotetrahydropyran-4-carboxylic acid